3-(4-isopropylphenyl)-2-methyl-propanal C(C)(C)C1=CC=C(C=C1)CC(C=O)C